androsta-5-ene C[C@@]12CCC[C@H]1[C@@H]1CC=C3CCCC[C@]3(C)[C@H]1CC2